FC(C1=CC=C(C=C1)C1=CC=C(C=C1)C(=O)NC1=CC(=C(C=C1)O)NS(=O)(=O)C)F 4'-(difluoromethyl)-N-(4-hydroxy-3-(methylsulfonylamino)phenyl)-[1,1'-biphenyl]-4-carboxamide